ClC1=C2C=CN(C2=CC=C1CN1CN(C2=NC(N(C2=C1)C)NC1=CC=NC=C1)C)C 1-((4-chloro-1-methyl-1H-indol-5-yl)methyl)-3,7-dimethyl-8-(pyridin-4-ylamino)-1H-purine